OC=1C=C(N(C(C1)=O)C=1C(=NN(C1)C1=NC(=NC=C1)C(=O)OCC)C)C ethyl 4-[4-(4-hydroxy-2-methyl-6-oxopyridin-1-yl)-3-methylpyrazol-1-yl]pyrimidine-2-carboxylate